4-(4-(4-(3-aminoazetidin-1-yl)azepan-1-yl)-6-chloro-8-fluoro-2-(((S)-1-methyl-pyrrolidin-2-yl)methoxy)-quinazolin-7-yl)benzo[d]-thiazol-2-amine NC1CN(C1)C1CCN(CCC1)C1=NC(=NC2=C(C(=C(C=C12)Cl)C1=CC=CC2=C1N=C(S2)N)F)OC[C@H]2N(CCC2)C